4-(aminomethyl)-6-(5-(4-cyclopentyl-3-methyl-2-oxo-2,3-dihydro-1H-benzo[d]imidazol-1-yl)-1-methyl-1H-pyrazol-4-yl)phthalazin-1(2H)-one NCC1=NNC(C2=CC=C(C=C12)C=1C=NN(C1N1C(N(C2=C1C=CC=C2C2CCCC2)C)=O)C)=O